C(C=1C(C(=O)[O-])=CC=CC1)(=O)[O-].[Ag+].[Cu+2].C(C1=CC=CC=C1)(=O)N benzamide copper silver phthalate